FC(C(CC(=O)[O-])=O)F 4,4-difluoroacetoacetate